ls-1,3-bis(N,N-diglycidyl-aminomethyl)cyclohexane C(C1CO1)N(CC1CO1)CC1CC(CCC1)CN(CC1CO1)C[C@H]1CO1